FC(/C(=N/C(C(C(C(F)(F)F)(F)F)(F)F)(F)F)/F)(C(C(F)(F)F)(F)F)F (Z)-2,2,3,3,4,4,4-heptafluoro-N-(nonafluorobutyl)butanimidoyl fluoride